(cis)-tert-butyl 1-benzyl-3-oxohexahydro-1H-pyrrolo[2,3-c]pyridine-6(2H)-carboxylate C(C1=CC=CC=C1)N1CC([C@@H]2[C@H]1CN(CC2)C(=O)OC(C)(C)C)=O